(S)-(4-amino-2-hydroxybicyclo[2.2.2]oct-1-yl)carbamic acid tert-butyl ester hydrochloride Cl.C(C)(C)(C)OC(NC12[C@H](CC(CC1)(CC2)N)O)=O